1'-((2-(Trimethylsilyl)ethoxy)methyl)spiro[cyclopentane-1,3'-pyrrolo[2,3-b]pyridine] C[Si](CCOCN1CC2(C=3C1=NC=CC3)CCCC2)(C)C